1-(2-(3-ethyl-3,8-diazabicyclo[3.2.1]oct-8-yl)-7,8-dihydro-1,6-naphthyridin-6(5H)-yl)-2-(4-fluorophenoxy)ethan-1-one C(C)N1CC2CCC(C1)N2C2=NC=1CCN(CC1C=C2)C(COC2=CC=C(C=C2)F)=O